7-fluoro-3,3-dimethyl-6-(quinoxalin-2-yl-amino)-1,4-dihydroquinolin-2-one FC1=C(C=C2CC(C(NC2=C1)=O)(C)C)NC1=NC2=CC=CC=C2N=C1